The molecule is conjugate base of (N(omega)-L-arginino)succinic acid. It has a role as a human metabolite and a Saccharomyces cerevisiae metabolite. It is a conjugate base of a (N(omega)-L-arginino)succinic acid. C(C[C@@H](C(=O)[O-])[NH3+])C[NH+]=C(N)NC(CC(=O)[O-])C(=O)[O-]